C1(=CC=CC=C1)OP(=O)(OC1=CC=CC=C1)O.OC1=CC=C(C=C1)C(C)(C)C1=CC=C(C=C1)O bisphenol A bisphenyl-phosphate